O=C1NC(CCC1N1C(C2=CC=C(C=C2C1=O)N1CCN(CC1)CC1CCN(CC1)C1CCN(CC1)C(=O)[O-])=O)=O 4-((4-(2-(2,6-dioxopiperidin-3-yl)-1,3-dioxoisoindolin-5-yl)piperazine-1-yl)methyl)-[1,4'-bipiperidine]-1'-carboxylate